3,3-Bis(4-hydroxyphenyl)pentan OC1=CC=C(C=C1)C(CC)(CC)C1=CC=C(C=C1)O